2-Fluoroethyl (S)-5-fluoro-3-((R)-5-isopropyl-3-(isoquinolin-1-yl)-4,5-dihydroisoxazole-5-carboxamido)-4-oxopentanoate FCC([C@H](CC(=O)OCCF)NC(=O)[C@@]1(CC(=NO1)C1=NC=CC2=CC=CC=C12)C(C)C)=O